C(C(C(CC)O)O)O pentane-1,2,3-triol